ClC1=CC(=NC=2N1N=CC2)C2=NC(=NC=C2)SC 7-chloro-5-(2-methylthiopyrimidin-4-yl)pyrazolo[1,5-a]pyrimidine